N1C(=NC2=C1C=CC=C2)C2=CC(=NN2)NC(=O)C=2C=NC(=CC2)N2CCNCC2 N-[5-(1H-benzimidazol-2-yl)-1H-pyrazol-3-yl]-6-piperazin-1-yl-pyridine-3-carboxamide